6-propyl-7H-pyrrolo[3,4-b]pyridin-5-one C(CC)N1CC2=NC=CC=C2C1=O